COC=1C=CC(=C2C(=CC=NC12)C=CC(=O)NCC1=CC=C(C=C1)OC)[N+](=O)[O-] 3-(8-methoxy-5-nitroquinolin-4-yl)-N-(4-methoxybenzyl)-propeneAmide